FC1=C(C=C(C=C1)NC(=O)C1=CC2=C(OCCO2)C=C1)NC(=O)C1=CC2=C(S1)C=C(C=C2)C(C2CCNCC2)O N-(4-fluoro-3-(6-(hydroxy(piperidin-4-yl)methyl)benzo[b]thiophene-2-carboxamido)phenyl)-2,3-dihydrobenzo[b][1,4]dioxine-6-carboxamide